ClC=1C=C(C=CC1F)C(NC1=NC(=CC(=N1)C)C)C=1NC(=C(N1)S(=O)(=O)C)C N-((3-chloro-4-fluorophenyl)(5-methyl-4-(methylsulfonyl)-1H-imidazol-2-yl)methyl)-4,6-di-methylpyrimidin-2-amine